N-(phenyl-pyridin-3-yl-methyl)-N'-(3,7-dimethyl-octa-2,6-dienyl)-ethane-1,2-diamine C1(=CC=CC=C1)C(NCCNCC=C(CCC=C(C)C)C)C=1C=NC=CC1